N-(6-(4-(3-(Aminomethyl)-1-hydroxycyclobutyl)-1H-imidazol-1-yl)-5-fluoropyridin-3-yl)-2-(5-methyl-3-(trifluoromethyl)-1H-pyrazol-1-yl)acetamide NCC1CC(C1)(O)C=1N=CN(C1)C1=C(C=C(C=N1)NC(CN1N=C(C=C1C)C(F)(F)F)=O)F